FC1(CC(C1)CNCC=1NC2=CC(=CC=C2C1)CNC(=O)C=1N=C2N(C(C1)=O)C=CC=C2)F N-[[2-[[(3,3-difluorocyclobutyl)methylamino]methyl]-1H-indol-6-yl]methyl]-4-oxo-pyrido[1,2-a]pyrimidine-2-carboxamide